C(C)C=1N(C=2N(C(C1N1CCNCC1)=O)N=C(N2)C2=CCC1(CC1)CC2)CC(=O)NC2=CC=C(C=C2)S(F)(F)(F)(F)F 2-(5-ethyl-7-oxo-6-(piperazin-1-yl)-2-(spiro[2.5]oct-5-en-6-yl)-[1,2,4]triazolo[1,5-a]pyrimidine-4(7H)-yl)-N-(4-(pentafluoro-λ6-sulfanyl)phenyl)acetamide